Methyl-9-methyl-3,4,7,15-tetraazatricyclo[12.3.1.02,6]Octadecan-1(18),2(6),4,14,16-pentaen-8-one trifluoroacetate salt FC(C(=O)O)(F)F.CN1C=2C=3C=CN=C(CCCCC(C(NC2C=N1)=O)C)C3